C[C@@H]1N(C[C@H](N(C1)[C@H](C)C=1C=C2N=CC=NC2=CC1)C)N1N=C2C(N(C(C=C2)=O)C)=C1F ((2S,5R)-2,5-dimethyl-4-((R)-1-(quinoxalin-6-yl)ethyl)piperazin-1-yl)-3-fluoro-4-methyl-2,4-dihydro-5H-pyrazolo[4,3-b]pyridin-5-one